ClC1=C(CN2CCCC23CCN(CC3)C(=O)OC(C(F)(F)F)C(F)(F)F)C=CC=C1N1CCN(CC1)CC 1,1,1,3,3,3-hexafluoropropan-2-yl 1-(2-chloro-3-(4-ethylpiperazin-1-yl) benzyl)-1,8-diazaspiro[4.5]decane-8-carboxylate